1-[4-(2-methylpropyl)cyclohexyl]-2-[(phenylsulfonyl)oxy]-ethanone CC(CC1CCC(CC1)C(COS(=O)(=O)C1=CC=CC=C1)=O)C